1-[1-(2,2-Difluoro-benzo[1,3]dioxol-4-yl)-ethyl]-3-spiro[3.3]hept-2-yl-urea FC1(OC2=C(O1)C=CC=C2C(C)NC(=O)NC2CC1(C2)CCC1)F